4-fluorobenzenethiol FC1=CC=C(C=C1)S